NC(C#CC=1C=C(C=2N(C1)N=CC2C#N)C=2C=NC(=CC2)N2CC1N(C(C2)C1)CC=1C=NC(=CC1)OC([2H])([2H])[2H])(C)C 6-(3-Amino-3-methylbut-1-yn-1-yl)-4-(6-(6-((6-(methoxy-d3)pyridin-3-yl)methyl)-3,6-Diazabicyclo[3.1.1]heptan-3-yl)pyridin-3-yl)pyrazolo[1,5-a]pyridine-3-carbonitrile